FC(C1=NNC=C1N1C[C@@H](CCC1)C1=NN2C(=NC=3C=C(C(=CC3C2=N1)F)OC)NCC1=C(C=C(C=C1)OC)OC)F (R)-2-(1-(3-(difluoromethyl)-1H-pyrazol-4-yl)piperidin-3-yl)-N-(2,4-dimethoxybenzyl)-9-fluoro-8-methoxy-[1,2,4]triazolo[1,5-c]quinazolin-5-amine